3-(2-fluoro-6-trifluoromethyl-benzyl)-5-isopropyl-1-oxa-5-azaspiro[5.5]undec-7,10-diene-4,9-dione FC1=C(CC2COC3(N(C2=O)C(C)C)C=CC(C=C3)=O)C(=CC=C1)C(F)(F)F